[Na+].[Na+].[Na+].C(CCCCCCCCCC)OC1=CC(=C2C=CC=3C(=CC(=C4C=CC1=C2C34)S(=O)(=O)[O-])S(=O)(=O)[O-])S(=O)(=O)[O-] 1-undecyloxy-pyrene-3,6,8-trisulfonic acid trisodium salt